BrC=1C=C2C=CNC2=C(C1)F 5-Bromo-7-fluoro-1H-indole